ClC1=C(C(=NN1C)C1=NOC(=C1)C)CN1CC(CC1)C1(CC1)NCCC(C)C 1-(1-((5-Chloro-1-methyl-3-(5-methylisoxazol-3-yl)-1H-pyrazol-4-yl)methyl)pyrrolidin-3-yl)-N-isopentylcyclopropanamine